(R)-N-(1-(1,1-difluoro-2,3-dihydro-1H-inden-4-yl)ethyl)-5-(1-(methylsulfonyl)piperidin-4-yl)-4-oxo-4,5-dihydro-2H-pyrazolo[4,3-c]pyridine-7-carboxamide FC1(CCC2=C(C=CC=C12)[C@@H](C)NC(=O)C=1C=2C(C(N(C1)C1CCN(CC1)S(=O)(=O)C)=O)=CNN2)F